Cl.Cl.Cl.NCCCCCOCCOCCOCCOCC#CC=1C=C2CC(CC2=CC1)NC1=NC(=NC2=CC=CC=C12)C=1C=NC=CC1 N-[5-(18-amino-4,7,10,13-tetraoxaoctadec-1-yn-1-yl)-2,3-dihydro-1H-inden-2-yl]-2-(pyridin-3-yl)quinazolin-4-amine trihydrochloride